2-(6-amino-5-(1-(1-(piperidin-4-yl)ethyl)-1H-pyrazol-4-yl)pyridazin-3-yl)phenol NC1=C(C=C(N=N1)C1=C(C=CC=C1)O)C=1C=NN(C1)C(C)C1CCNCC1